benzyl ((1S,2S)-2-(trifluoromethyl)cyclopropyl)carbamate FC([C@@H]1[C@H](C1)NC(OCC1=CC=CC=C1)=O)(F)F